BrC1=CC(=C(C=C1)[C@H]1N(CC[C@@H](C1)O)C(=O)OCC1=CC=CC=C1)O benzyl (2S,4S)-2-(4-bromo-2-hydroxyphenyl)-4-hydroxy-piperidine-1-carboxylate